6,7-Dihydro-1H-indol-4(5H)-one N1C=CC=2C(CCCC12)=O